(2S,3S,5S)-4-[[5-tert-butyl-3-(3,4-difluoro-2-methoxy-phenyl)tetrahydrofuran-2-carbonyl]amino]pyridine-2-carboxamide C(C)(C)(C)[C@@H]1C[C@H]([C@H](O1)C(=O)NC1=CC(=NC=C1)C(=O)N)C1=C(C(=C(C=C1)F)F)OC